(5S,6R)-1-bromo-4-(3-cyano-5-fluorophenoxy)-6-fluoro-5,6-dihydrospiro[cyclopenta[c]pyridine-7,2'-[1,3]dioxolane]-5-yl-4-nitrobenzoic acid methyl ester COC(C1=C(C=C(C=C1)[N+](=O)[O-])[C@@H]1[C@H](C2(OCCO2)C=2C(=NC=C(C21)OC2=CC(=CC(=C2)F)C#N)Br)F)=O